COC(C(O)C1=C(C=CC=C1F)Cl)=O (2-chloro-6-fluorophenyl)-2-hydroxyacetic acid methyl ester